C(C)(=O)OCC1OC(C(C(C1OC(C)=O)OC(C)=O)OC(C)=O)OCCN=[N+]=[N-] 2-(Acetyloxymethyl)-6-(2-azidoethoxy)tetrahydro-3,4,5-triacetoxy-pyran